C1(=CC=CC=C1)P(C1=NC=CC=C1)C1=CC=CC=C1 2-(diphenylphosphaneyl)pyridine